ClC1=C(C=C(C=C1)NC(=O)NC1=C(C=C(C=C1)OC1=CC=NC2=CC(=C3C(=C12)OCCO3)OCCCOC)F)C(F)(F)F 1-(4-chloro-3-(trifluoromethyl)phenyl)-3-(2-fluoro-4-((5-(3-methoxypropoxy)-2,3-dihydro-[1,4]dioxino[2,3-f]quinolin-10-yl)oxy)phenyl)urea